C(C)OP(O)(=O)CCC.C(#N)C=1C=CC(=NC1)NC1=C(C=C(C=C1)S(=O)(=O)N(C)CC1=CC=C(C=C1)OC)C=1N=CN(C1)C 4-[(5-cyano-2-pyridinyl)amino]-N-[(4-methoxyphenyl)methyl]-N-methyl-3-(1-methylimidazol-4-yl)benzenesulfonamide ethyl-n-propylphosphonate